2-[6-Bromo-3-(ethylsulfanyl)pyridin-2-yl]-6-(trifluoromethyl)[1,3]oxazolo[5,4-b]pyridine BrC1=CC=C(C(=N1)C=1OC2=NC=C(C=C2N1)C(F)(F)F)SCC